(3-fluoro-8-methoxyquinolin-4-yl)methanone FC=1C=NC2=C(C=CC=C2C1C=O)OC